2-(5-(3-(1-(2-chloro-6-fluoro-phenyl)cyclopropyl)-1,2,4-oxadiazol-5-yl)-3-(difluoromethyl)pyrazol-1-yl)acetamide ClC1=C(C(=CC=C1)F)C1(CC1)C1=NOC(=N1)C1=CC(=NN1CC(=O)N)C(F)F